1-[3-({2-[4-(trifluoromethyl)phenyl]-4-quinazolinyl}amino)-1-azetidinyl]-2-propen-1-one FC(C1=CC=C(C=C1)C1=NC2=CC=CC=C2C(=N1)NC1CN(C1)C(C=C)=O)(F)F